((1s,3s)-3-((4-methoxy-5-(1-methyl-1H-benzo[d][1,2,3]triazol-6-yl)-7H-pyrrolo[2,3-d]pyrimidin-2-yl)amino)-1-methylcyclobutyl)(pyrrolidin-1-yl)methanone COC=1C2=C(N=C(N1)NC1CC(C1)(C)C(=O)N1CCCC1)NC=C2C=2C=CC1=C(N(N=N1)C)C2